[(1-methyl-1H-pyrazol-4-yl)carbonyl]-N'-(3-bromophenyl)-thiourea CN1N=CC(=C1)C(=O)NC(=S)NC1=CC(=CC=C1)Br